FC1(CCN(CC1)C1=C(C=C(C=C1)S(=O)(=O)C)NS(=O)(=O)C=1C=C(C(=O)O)C=CC1CC)F 3-(N-(2-(4,4-difluoropiperidin-1-yl)-5-(methylsulfonyl)phenyl)sulfamoyl)-4-ethylbenzoic acid